ClC1=C(C=CC(=C1)Cl)N1CCN(CC1)CC1=CC=C(CNC2=C3C(N(C(C3=CC=C2)=O)C2C(NC(CC2)=O)=O)=O)C=C1 4-(4-((4-(2,4-dichlorophenyl)piperazin-1-yl)methyl)benzylamino)-2-(2,6-dioxopiperidin-3-yl)isoindoline-1,3-dione